ClCCOCCOCC(=O)NC=1N=CC2=C(N=CC(=C2C1)C#CC1=CC2=C(N(N=N2)COCC[Si](C)(C)C)C=C1)NC 2-[2-(2-chloroethoxy)ethoxy]-N-[8-(methylamino)-5-[2-[1-(2-trimethylsilylethoxymethyl)benzotriazol-5-yl]ethynyl]-2,7-naphthyridin-3-yl]acetamide